3-((1-(4-acrylamidobenzoyl)piperidin-3-yl)amino)-N-((S)-2-(dimethylamino)-1-phenylethyl)-6,6-dimethyl-4,6-dihydropyrrolo[3,4-c]pyrazole-5(1H)-carboxamide C(C=C)(=O)NC1=CC=C(C(=O)N2CC(CCC2)NC=2C3=C(NN2)C(N(C3)C(=O)N[C@H](CN(C)C)C3=CC=CC=C3)(C)C)C=C1